anti-(2,4-dichlorophenyl)-3-(1H-1,2,4-triazol-1-yl)propanol ClC1=C(C=CC(=C1)Cl)C(CCN1N=CN=C1)O